N1N=C(C=C1)CN1CC2(CC1)C(N(CC1=C2N=C(N=C1)SCC1CC1)C1=CC=C(C=C1)OC)=O 1'-((1H-pyrazol-3-yl)methyl)-2-((cyclopropylmethyl)thio)-6-(4-methoxyphenyl)-5H-spiro[pyrido[4,3-d]pyrimidin-8,3'-pyrrolidin]-7(6H)-one